C(C)(C)(C)C1=NN(C(=C1)NC(NC1=C(C=C(OC2=CC(=NC=C2)NC(OCC)=O)C=C1)SC)=O)C1=CC=CC=C1 Ethyl (4-(4-(3-(3-(tert-butyl)-1-phenyl-1H-pyrazol-5-yl)ureido)-3-(methylthio)phenoxy)pyridin-2-yl)carbamate